C(C)(C)(C)NC1=NC=C2N=C(N(C2=N1)CC1CNCC1)NC1=CC(=CC(=C1)C(F)(F)F)Cl N2-(tert-Butyl)-N8-(3-chloro-5-(trifluoromethyl)phenyl)-9-(pyrrolidin-3-ylmethyl)-9H-purine-2,8-diamine